3-(4-(3-amino-1H-indazol-5-yl)pyridin-2-yl)-1-(2-hydroxyethyl)-1-methylurea NC1=NNC2=CC=C(C=C12)C1=CC(=NC=C1)NC(N(C)CCO)=O